[N+](=O)([O-])C=1C(=NNC1)NC(OC(C)(C)C)=O tert-butyl (4-nitro-1H-pyrazol-3-yl)carbamate